C1(CC1)N1N=NC(=C1)[C@H](C1=CSC=2CN(CCC21)C(=O)OC(C)(C)C)NC=2C=C1C(=C(C=NC1=C(C2)C#N)C#N)NCC(C)(C)C tert-butyl (S)-3-((1-cyclopropyl-1H-1,2,3-triazol-4-yl)((3,8-dicyano-4-(neopentylamino)quinolin-6-yl)amino)methyl)-4,7-dihydrothieno[2,3-c]pyridine-6(5H)-carboxylate